BrC1=CC=C2C(=NN(C2=C1)COCC[Si](C)(C)C)C1=NC2=C(N1COCC[Si](C)(C)C)CN(C2)C(=O)OC(C)(C)C Tert-butyl 2-(6-bromo-1-((2-(trimethylsilyl)ethoxy)methyl)-1H-indazol-3-yl)-1-((2-(trimethylsilyl)ethoxy)methyl)-4,6-dihydropyrrolo[3,4-d]imidazol-5(1H)-carboxylate